C(\C=C/C(=O)O)(=O)O.C(\C=C/C(=O)O)(=O)O.O=C1NC(CCC1N1C(C2=CC=CC=C2C1=O)=O)=O 2-(2,6-dioxo-3-piperidinyl)isoindoline-1,3-dione dimaleate